N1CCC2=CC=CC=C12 (R)-indoline